C(C)(=O)N1CCC(CC1)C=1N=CN2C1N(C(C1=CC(=CC(=C21)C(C)([2H])O)C)=O)C([2H])([2H])[2H] 3-(1-acetylpiperidin-4-yl)-9-(1-hydroxyethyl-1-d)-7-methyl-4-(methyl-d3)imidazo[1,5-a]quinazolin-5(4H)-one